FC(CC1=C(C=CC=C1F)[C@@H]1C2=C(NC(=C1C(=O)OC)CF)CCC2=O)F methyl (R)-4-(2-(2,2-difluoroethyl)-3-fluorophenyl)-2-(fluoromethyl)-5-oxo-4,5,6,7-tetrahydro-1H-cyclopenta[b]pyridine-3-carboxylate